3,5-difluoro-2-(((2-tosylhydrazino)methyl)phenyl)piperazine-1-carboxylic acid tert-butyl ester C(C)(C)(C)OC(=O)N1C(C(NC(C1)F)F)C1=C(C=CC=C1)CNNS(=O)(=O)C1=CC=C(C)C=C1